(2R,3R,4S,5R)-2-(acetoxymethyl)-6-hydroxytetrahydro-2H-pyran-3,4,5-triyltriacetate C(C)(=O)OC[C@@H]1OC([C@@H]([C@H]([C@H]1CC(=O)[O-])CC(=O)[O-])CC(=O)[O-])O